4-{(1S,2S)-2-[3-(5-chloro-2-methoxyphenyl)-1,2,4-oxadiazol-5-yl]cyclopropyl}benzenesulfonamide ClC=1C=CC(=C(C1)C1=NOC(=N1)[C@@H]1[C@H](C1)C1=CC=C(C=C1)S(=O)(=O)N)OC